(S)-4-(2-oxooxazolidin-3-yl)-3-(4-methylphenyl)-N-((R)-1-(6-(trifluoromethyl)pyridin-3-yl)ethyl)-4,5-dihydro-1H-pyrazol-1-carboxamide O=C1OCCN1[C@@H]1C(=NN(C1)C(=O)N[C@H](C)C=1C=NC(=CC1)C(F)(F)F)C1=CC=C(C=C1)C